O[C@H]1CN(C[C@@H](C1)NC)C(=O)OC(C)(C)C |o1:1,5| rel-tert-butyl (3R,5R)-3-hydroxy-5-(methylamino)piperidine-1-carboxylate